3-(2-((1R,2r,3S,5r)-adamantan-2-yl)acetoxy)-2-(hydroxymethyl)propyl (9Z,12Z)-octadeca-9,12-dienoate C(CCCCCCC\C=C/C\C=C/CCCCC)(=O)OCC(COC(CC1C2CC3CC(CC1C3)C2)=O)CO